pyrido[3,4-d]pyrimidin-2-amine N1=C(N=CC2=C1C=NC=C2)N